C(C)N1CSCC1 3-ethyl-thiazolidine